methyl 2-ethyl-7-fluoro-3-oxo-3,4-dihydroquinoxaline-6-carboxylate C(C)C1=NC2=CC(=C(C=C2NC1=O)C(=O)OC)F